N[C@@H]1CNCC[C@@H]1C(=O)N[C@@H](CC1=CC=C(C=C1)C=1C=CC2=C(N(C(O2)=O)C)C1)C#N |r| (3S,4S)-(+/-)-cis-3-amino-N-[(1S)-1-cyano-2-[4-(3-methyl-2-oxo-2,3-dihydro-1,3-benzoxazol-5-yl)phenyl]ethyl]piperidine-4-carboxamide